C(C)(=O)OC1(CCCCC1)C(C)(C)C Tert-butyl-1-cyclohexyl acetate